3,7-dibromo-8-methyl-10-(2-(2-morpholinoethoxy)ethyl)-10H-benzo[b]pyrido[2,3-e][1,4]oxazine BrC1=CC2=C(N(C3=C(O2)C=C(C(=C3)C)Br)CCOCCN3CCOCC3)N=C1